ClC=1C(=NC(=NC1)NC1CCOCC1)C1=CC=C2CN(C(C2=C1)=O)CC(=O)NC(C)(C)C1CCCCC1 2-(6-{5-Chloro-2-[(oxan-4-yl)amino]pyrimidin-4-yl}-1-oxo-2,3-dihydro-1H-isoindol-2-yl)-N-(2-cyclohexylpropan-2-yl)acetamid